2-(5-fluoro-2-(fluoromethyl)phenyl)-N-((2S)-5-hydroxy-1-oxo-1-(((2S)-6,6,6-trifluoro-1-hydroxyl-(thiazol-2-yl)hexan-2-yl)amino)hexan-2-yl)thiazole-5-carboxamide FC=1C=CC(=C(C1)C=1SC(=CN1)C(=O)N[C@H](C(N[C@H](C(O)C=1SC=CN1)CCCC(F)(F)F)=O)CCC(C)O)CF